O[C@@H]1CN(C[C@H]1CS(=O)(=O)C1=CC=CC=C1)C(=O)OC(C)(C)C Tert-Butyl trans-3-hydroxy-4-(phenylsulfonylmethyl)pyrrolidine-1-carboxylate